FC1=C(C=CC=C1)N1C(NC(C2=C1N=C(C=C2)CC)=O)=O 1-(2-fluorophenyl)-7-ethylpyrido[2,3-d]pyrimidine-2,4(1H,3H)-dione